tert-butyl 3-(6-cyclopropyl-2-((1,3-dioxoisoindolin-2-yl)methyl)imidazo[1,2-a]pyridin-8-yl)-3-hydroxyazetidine-1-carboxylate C1(CC1)C=1C=C(C=2N(C1)C=C(N2)CN2C(C1=CC=CC=C1C2=O)=O)C2(CN(C2)C(=O)OC(C)(C)C)O